COC=1C=CC=2N(C1)C(=CN2)C2=C1C=C(N=CC1=C(N=C2)NC)C2(CC2)C(=O)N (5-(6-methoxyimidazo[1,2-a]pyridin-3-yl)-8-(methylamino)-2,7-naphthyridin-3-yl)cyclopropanecarboxamide